C(C)(C)C1=CC=C(C=C1)C1=NNC(=C1)C=1C(=NC=CC1C1=CC=CC=C1)N1CCOCC1 4-(3-(3-(4-isopropylphenyl)-1H-pyrazol-5-yl)-4-phenylpyridin-2-yl)morpholine